COC1=NC=CC=C1C1=CN2C(S1)=C(C=N2)C(=O)NC=2C=C(C=NC2C)NC(OC[C@H]2N(CCC2)C)=O (S)-(1-methylpyrrolidin-2-yl)methyl (5-(2-(2-methoxypyridin-3-yl)pyrazolo[5,1-b]thiazole-7-carboxamido)-6-methylpyridin-3-yl)carbamate